BrC1=C(C=C(C#N)C=C1)C 4-bromo-3-Methylbenzonitrile